5-(2,4-dioxo-1,3-oxazolidin-5-yl)-[1,2,4]triazolo[1,5-a]pyridin-8-yl 4-{[(1Z)-{[(tert-butoxy)carbonyl]amino}({[(tert-butoxy)carbonyl]imino})methyl]amino}benzoate C(C)(C)(C)OC(=O)N\C(=N/C(=O)OC(C)(C)C)\NC1=CC=C(C(=O)OC=2C=3N(C(=CC2)C2C(NC(O2)=O)=O)N=CN3)C=C1